NCCC(=O)N1CCN(CC1)S(=O)(=O)C[C@H](C(C)(C)C)N1C([C@@](C[C@@H]([C@H]1C1=CC=C(C=C1)Cl)C1=CC(=CC=C1)Cl)(C)CC(=O)OC(C)(C)C)=O tert-Butyl 2-((3R,5R,6S)-1-((S)-1-((4-(3-aminopropanoyl)piperazin-1-yl)sulfonyl)-3,3-dimethylbutan-2-yl)-5-(3-chlorophenyl)-6-(4-chlorophenyl)-3-methyl-2-oxopiperidin-3-yl)acetate